C(CCCCCCC)(=O)OCN1C(CCCC1=O)=O 2,6-dioxo-piperidin-1-ylmethyl octanoate